Cl.N(C(=O)N)CCSCCN 2-β-ureidoethylthioethylamine hydrochloride